COC1=CC=CC(=N1)C1=CC=CC2=C1OC(CO2)CNCC2CCOCC2 [8-(6-Methoxy-pyridin-2-yl)-2,3-dihydro-benzo[1,4]dioxin-2-ylmethyl]-(tetrahydropyran-4-ylmethyl)-amin